C1,2-dichloropropane ClCC(C)Cl